COC(C1=C(C(=CC=C1)C#CN(CC1=CC=CC=C1)S(=O)(=O)C=1C=CC2=C(C=CO2)C1)N1C=CC=C1)=O 3-((N-benzylbenzofuran-5-sulfonylamino)ethynyl)-2-(1H-pyrrol-1-yl)benzoic acid methyl ester